BrC=1N(C=C(N1)C(C)(C)C)COCC[Si](C)(C)C 2-bromo-4-tert-butyl-1-((2-(trimethylsilyl)ethoxy)methyl)-1H-imidazole